6-(2-chlorophenyl)-4-morpholino-1H-pyridin-2-one ClC1=C(C=CC=C1)C1=CC(=CC(N1)=O)N1CCOCC1